S(C#N)CC1=CSC=C1 3-(thiocyanomethyl)thiophene